FC(C1=CC=C(C=C1)N1C=2N(CC(C1)N1C(C=CC1)=O)N=CC2)(F)F 1-(4-(4-(trifluoromethyl)phenyl)-4,5,6,7-tetrahydropyrazolo[1,5-a]pyrimidin-6-yl)-1,5-dihydro-2H-pyrrol-2-one